O1COC2=C1C=CC(=C2)CC(C)N(C(OCCl)=O)C Chloromethyl N-[2-(1,3-benzodioxol-5-yl)-1-methyl-ethyl]-N-methyl-carbamate